(1s,3r)-3-amino-N-(4-(5,5-dimethyl-4,5,6,7-tetrahydropyrazolo[1,5-a]pyridin-3-yl)-5-fluoropyridin-2-yl)cyclohexanecarboxamide N[C@H]1C[C@H](CCC1)C(=O)NC1=NC=C(C(=C1)C=1C=NN2C1CC(CC2)(C)C)F